4-(6-(6-(4-methoxypyridin-3-yl)-4-methyl-1H-pyrazolo[4,3-c]pyridin-1-yl)-4-((2R,3S)-2-methyl-3-((methylsulfonyl)methyl)azetidin-1-yl)pyridin-2-yl)phenol COC1=C(C=NC=C1)C1=CC2=C(C(=N1)C)C=NN2C2=CC(=CC(=N2)C2=CC=C(C=C2)O)N2[C@@H]([C@H](C2)CS(=O)(=O)C)C